Methyl 5-dimethylamino-2-formylbenzoate CN(C=1C=CC(=C(C(=O)OC)C1)C=O)C